Tert-Butyl 4-[3-(2-methylphenyl)-1,2,4-oxadiazol-5-yl]piperidine-1-carboxylate CC1=C(C=CC=C1)C1=NOC(=N1)C1CCN(CC1)C(=O)OC(C)(C)C